N-(2-morpholino-5-(pyrrolidin-1-yl)thiazolo[4,5-b]pyridin-6-yl)oxazole-4-carboxamide O1CCN(CC1)C=1SC=2C(=NC(=C(C2)NC(=O)C=2N=COC2)N2CCCC2)N1